C(C)(C)(C)OC(=O)N1CCC2(CC1)C(C1=C3C(=NC=C1N2C)NC=C3)=O 6-methyl-8-oxo-6,8-dihydro-3H-spiro[dipyrrolo[2,3-b:3',2'-d]pyridine-7,4'-piperidine]-1'-carboxylic acid tert-butyl ester